C[NH+](C)CCCC=C(C(=O)N)C dimethylammoniopropylmethacrylamide